N-(4-methoxyphenyl)-2-phenylacrylamide COC1=CC=C(C=C1)NC(C(=C)C1=CC=CC=C1)=O